C(C)(C)(C)N=[Nb](N(CC)C)(N(CC)C)N(C)CC tert-butyliminotri(ethylmethylamino)niobium